COC=1C=C(C(=O)O)C=CC1NCC#CC=1N(C2=CC=CC(=C2C1)NC1CCN(CC1)C)CC(F)(F)F 3-methoxy-4-[(3-{4-[(1-methylpiperidin-4-yl)amino]-1-(2,2,2-trifluoroethyl)-1H-indol-2-yl}prop-2-yn-1-yl)amino]benzoic acid